(R)-6-ethynyl-2,8-dimethyl-2-((4R,8R)-4,8,12-trimethyltridecyl)chromane C(#C)C=1C=C2CC[C@](OC2=C(C1)C)(CCC[C@@H](CCC[C@@H](CCCC(C)C)C)C)C